N-(5-(difluoromethoxy)-1H-pyrazol-3-yl)-1-((2R)-2-((tetrahydro-2H-pyran-2-yl)oxy)pent-3-yl)-1H-pyrazolo[3,4-b]pyrazin-6-amine FC(OC1=CC(=NN1)NC1=CN=C2C(=N1)N(N=C2)C([C@@H](C)OC2OCCCC2)CC)F